tricosyl linoleate C(CCCCCCC\C=C/C\C=C/CCCCC)(=O)OCCCCCCCCCCCCCCCCCCCCCCC